(1r,4r)-4-(3-chloroanilino)-2'-{3-[(pyridin-3-yl)oxy]phenyl}-2',3'-dihydrospiro[cyclohexane-1,1'-indene]-4-carboxylic acid ClC=1C=C(NC2(CCC3(C(CC4=CC=CC=C34)C3=CC(=CC=C3)OC=3C=NC=CC3)CC2)C(=O)O)C=CC1